C(CCC)N(CCCC)CC(=O)OCC(C)C isobutyl N,N-dibutylaminoacetate